1-piperidinemethanone N1(CCCCC1)C=O